C(=O)=O Carbonyl-Oxygen